3,5-dimethyl-4-(((methyl-d3)disulfanyl)methyl)isoxazole CC1=NOC(=C1CSSC([2H])([2H])[2H])C